C(=O)C=1C=C(C=NC1)NC(OC(C)(C)C)=O tert-butyl (5-formylpyridin-3-yl)carbamate